5-[4-amino-5-(trifluoromethyl)pyrrolo[2,1-f][1,2,4]triazin-7-yl]-N-[(3R,4S)-4-fluoro-1-(3-fluorobenzoyl)pyrrolidin-3-yl]-2,6-dimethylpyridine-3-carboxamide NC1=NC=NN2C1=C(C=C2C=2C=C(C(=NC2C)C)C(=O)N[C@@H]2CN(C[C@@H]2F)C(C2=CC(=CC=C2)F)=O)C(F)(F)F